C(C)(=O)O[C@@]1(CC[C@H]2[C@@H]3CCC4=CC(CCC4=C3[C@H](C[C@]12C)C1=CC=C(C=C1)N(CCCCCC=O)C)=O)C(C)=O (8S,11R,13S,14S,17R)-17-acetyl-13-methyl-11-(4-(methyl(6-oxohexyl)amino) phenyl)-3-oxo-2,3,6,7,8,11,12,13,14,15,16,17-dodecahydro-1H-cyclopenta[a]phenanthren-17-yl acetate